The molecule is a member of the class of phenylacetic acids that is phenylacetic acid in which the phenyl group is substituted by iodo, hydroxy and nitro groups at positions 3, 4 and 5 respectively. It has a role as an antigen. It is an organoiodine compound, a member of 2-nitrophenols and a member of phenylacetic acids. It is a conjugate acid of a (4-hydroxy-5-iodo-3-nitrophenyl)acetate. C1=C(C=C(C(=C1[N+](=O)[O-])O)I)CC(=O)O